7-chloro-1-cyclopropyl-6-fluoro-3-({[(2-methoxypyridin-4-yl)methyl][(3S)-1-(pyridin-3-yl)piperidin-3-yl]amino}methyl)-1,4-dihydroquinolin-4-one ClC1=C(C=C2C(C(=CN(C2=C1)C1CC1)CN([C@@H]1CN(CCC1)C=1C=NC=CC1)CC1=CC(=NC=C1)OC)=O)F